CC1(COC1)OC1=NC=C(C=N1)OCCN1CCC2(CC1)C(NC1=CC=C(C=C12)C#N)=O 1'-[2-({2-[(3-methyloxetan-3-yl)oxy]pyrimidin-5-yl}oxy)ethyl]-2-oxo-1,2-dihydrospiro[indole-3,4'-piperidine]-5-carbonitrile